Methyl 2-(2,4-dimethoxybenzyl)-5-hydroxy-1-oxo-1,2,3,4-tetrahydroisoquinoline-7-carboxylate COC1=C(CN2C(C3=CC(=CC(=C3CC2)O)C(=O)OC)=O)C=CC(=C1)OC